2-{(S)-1-[4-(4-Acryloyl-piperazin-1-ylmethyl)-phenyl]-ethylamino}-8-(3-hydroxy-2,2-dimethyl-propyl)-8H-pyrido[2,3-d]pyrimidin-7-one C(C=C)(=O)N1CCN(CC1)CC1=CC=C(C=C1)[C@H](C)NC=1N=CC2=C(N1)N(C(C=C2)=O)CC(CO)(C)C